3-(difluoromethyl)-1-(4-((2-oxopyridin-1(2H)yl)methyl)benzyl)-1H-pyrazole-4-carboxylic acid ethyl ester C(C)OC(=O)C=1C(=NN(C1)CC1=CC=C(C=C1)CN1C(C=CC=C1)=O)C(F)F